4-benzyl-N-cyclohexyl-6-methoxy-3,4-dihydroquinoxaline-1(2H)-carboxamide C(C1=CC=CC=C1)N1CCN(C2=CC=C(C=C12)OC)C(=O)NC1CCCCC1